O=C1S[C@H](C(N1)=O)NC=1C=C(C(=O)[O-])C=CC1.C(C1=CC=CC=C1)[NH2+]CCCCCCCCCCCCC benzyl-tridecylammonium 3-[[(5R)-2,4-dioxo-1,3-thiazolidin-5-yl]amino]benzoate